tert-butyl (S)-2-(7-chloro-2-(pyridin-3-yl)-1,2,3,4-tetrahydroisoquinolin-5-yl)pyrrolidine-1-carboxylate ClC1=CC(=C2CCN(CC2=C1)C=1C=NC=CC1)[C@H]1N(CCC1)C(=O)OC(C)(C)C